(4-(3-hydroxyoxetan-3-yl)phenyl)(4-((4-(trifluoromethyl)phenyl)amino)piperidin-1-yl)methanone OC1(COC1)C1=CC=C(C=C1)C(=O)N1CCC(CC1)NC1=CC=C(C=C1)C(F)(F)F